BrC=1N=C(N2C1C=NC(=C2)C=O)C(=O)OCC ethyl 1-bromo-6-formyl-imidazo[1,5-a]pyrazine-3-carboxylate